CC=1C(NC(NC1)=O)=O 5-methyl-2,4-dioxo-3,4-dihydropyrimidin